ClC=1C=C(C=C(C1F)Cl)C1(CC(C1)C)C1=NN=CN1C 3-(1-(3,5-dichloro-4-fluorophenyl)-3-methylcyclobutyl)-4-methyl-4H-1,2,4-triazole